C1(=CC=CC=C1)[C@H]([C@H]1CNC2=C(N1)N=CC=C2)NCCC=2C=CC(=NC2)C#N 5-[2-[[(R)-phenyl-[(3R)-1,2,3,4-tetrahydropyrido[2,3-b]pyrazin-3-yl]methyl]amino]ethyl]pyridine-2-carbonitrile